dimercaptopropaneAt SC(C(=O)[O-])(C)S